ethyl 3'-amino-5'-cyano-[1,1'-biphenyl]-4-formate NC=1C=C(C=C(C1)C#N)C1=CC=C(C=C1)C(=O)OCC